3-[(1S)-1-(2-fluorophenyl)ethoxy]-5-(4,4,5,5-tetramethyl-1,3,2-dioxaborolan-2-yl)pyridin-2-amine FC1=C(C=CC=C1)[C@H](C)OC=1C(=NC=C(C1)B1OC(C(O1)(C)C)(C)C)N